N,N,N',N'-tetramethyl ethylenediamine tert-butyl 4-[6-[(3S)-3-(tert-butoxycarbonylamino)pyrrolidin-1-yl]-3-chloro-2-quinolyl]piperazine-1-carboxylate C(C)(C)(C)OC(=O)N[C@@H]1CN(CC1)C=1C=C2C=C(C(=NC2=CC1)N1CCN(CC1)C(=O)OC(C)(C)C)Cl.CN(CCN(C)C)C